N1=CC=C(C=C1)N1CCN(CC1)CC=1NC2=CC=C(C=C2C1)NC(C)=O N-[2-[[4-(4-pyridinyl)piperazin-1-yl]methyl]-1H-indol-5-yl]acetamide